2-(2-aminoethoxy)ethylamine NCCOCCN